Lutetium oxid [O-2].[Lu+3].[O-2].[O-2].[Lu+3]